3-{3-[(1S)-1-(3-fluorophenyl)ethoxy]-4-(2,2,2-trifluoroethanesulfonamido)phenyl}-5-[(pyrazin-2-yl)amino]-1H-pyrazole-4-carboxamide FC=1C=C(C=CC1)[C@H](C)OC=1C=C(C=CC1NS(=O)(=O)CC(F)(F)F)C1=NNC(=C1C(=O)N)NC1=NC=CN=C1